6-oxospiro[3.5]nonane O=C1CC2(CCC2)CCC1